menthol-n-decanoic acid C(CCCCCCCCC)(=O)O.C1(CC(C(CC1)C(C)C)O)C